O=C1NC(CC1C(=O)[O-])=O 2,5-dioxopyrrolidin-3-carboxylate